C(=O)O.C(=O)O.N1C(NC(CC1)=O)=O dihydropyrimidine-2,4(1H,3H)-dione diformate